6-((1,1-dioxidobenzo[d]isothiazol-2(3H)-yl)methyl)benzo[d]oxazol-2(3H)-one O=S1(N(CC2=C1C=CC=C2)CC2=CC1=C(NC(O1)=O)C=C2)=O